(S)-2-amino-N-(4-fluorophenyl)-3-hydroxy-N-methylpropanamide N[C@H](C(=O)N(C)C1=CC=C(C=C1)F)CO